O1C2=C(N(CC1)C(=O)C1=CN=NC(=C1)C1=CC=C(C=C1)F)C=CC=C2 (2,3-Dihydro-4H-benzo[b][1,4]oxazin-4-yl)(6-(4-fluorophenyl)pyridazin-4-yl)-methanone